di-(2-ethylhexyl) phosphate sodium salt [Na+].P(=O)(OCC(CCCC)CC)(OCC(CCCC)CC)[O-]